O=C1NC(CC[C@@H]1C1=CC=C(C=C1)N1CCC2(C[C@@H](CO2)N2CCC(CC2)N(C(=O)C2(CCN(CC2)C2=CN=NC(=C2)C2=C(C=CC=C2)O)C2=CC=CC=C2)C)CC1)=O N-{1-[(3S)-8-{4-[(3R)-2,6-dioxopiperidin-3-yl]phenyl}-1-oxa-8-azaspiro[4.5]decan-3-yl]piperidin-4-yl}-1-[6-(2-hydroxyphenyl)pyridazin-4-yl]-N-methyl-4-phenylpiperidine-4-carboxamide